N[C@H](C(=O)N)CC L-2-Aminobutanamide